3-cyclopropyl-5-(isoindolin-2-yl)-7-(1H-pyrazol-4-yl)pyrazolo[1,5-a]pyrimidine-2-carboxylic acid C1(CC1)C=1C(=NN2C1N=C(C=C2C=2C=NNC2)N2CC1=CC=CC=C1C2)C(=O)O